3-([[4-methyl-5-(pyrimidin-4-yl)-1,2,4-triazol-3-yl]methyl]amino)benzoic acid CN1C(=NN=C1C1=NC=NC=C1)CNC=1C=C(C(=O)O)C=CC1